cyclopentyl (2S,4R)-2,4-dimethylazetidine-1-carboxylate C[C@@H]1N([C@@H](C1)C)C(=O)OC1CCCC1